O[C@H]1[C@@H](CCCC1)NC1=NC=2N(C=C1)N=CC2C(=O)OCC 1-Ethyl 5-[[(1R,2R)-2-hydroxycyclohexyl]amino]pyrazolo[1,5-a]pyrimidine-3-carboxylate